3-(tert-butyl)quinazoline-2,4(1h,3h)-dione C(C)(C)(C)N1C(NC2=CC=CC=C2C1=O)=O